FC1=CC=C(C=C1)N1C(=CC2=CC(=CC=C12)OC)C(C)=O 1-[1-(4-fluorophenyl)-5-methoxy-indol-2-yl]ethanone